6-bromo-5-fluoro-2,4-dimethylbenzo[d]oxazole BrC1=CC2=C(N=C(O2)C)C(=C1F)C